trans-4-(maleimidomethyl)-cyclohexanecarboxylic acid C1(C=CC(N1C[C@@H]1CC[C@H](CC1)C(=O)O)=O)=O